tert-Butyl 4-((2S,3R,4R)-1-acetyl-2-cyclopropyl-3-methyl-4-((4-(methylcarbamoyl)phenyl)amino)-1,2,3,4-tetrahydroquinolin-6-yl)-5,6-dihydropyridine-1(2H)-carboxylate C(C)(=O)N1[C@H]([C@@H]([C@H](C2=CC(=CC=C12)C1=CCN(CC1)C(=O)OC(C)(C)C)NC1=CC=C(C=C1)C(NC)=O)C)C1CC1